titanous sulfate S(=O)(=O)([O-])[O-].[Ti+3].S(=O)(=O)([O-])[O-].S(=O)(=O)([O-])[O-].[Ti+3]